BrC=1C=C(C=CC1)[C@@H](C)NC1=NC(=NC2=CC(=C(C=C12)OC)OCCCCCCCC(=O)NCC=1C=C2CN(C(C2=CC1)=O)C1C(NC(CC1)=O)=O)C 8-((4-(((R)-1-(3-bromophenyl)ethyl)amino)-6-methoxy-2-methylquinazolin-7-yl)-oxy)-N-((2-(2,6-dioxopiperidin-3-yl)-1-oxoisoindolin-5-yl)methyl)octanamide